S1C(=NC2=C1C=CC=C2)CN2CCN(CC2)C2=C(C#N)C(=CC(=C2)OC)F 2-(4-(benzo[d]thiazol-2-ylmethyl)piperazin-1-yl)-6-fluoro-4-methoxybenzonitrile